4-(dimethylamino)-1-(4-methyl-3-(3-methyl-1H-pyrrolo[2,3-b]pyridin-4-yl)-2-(4-(trifluoromethyl)phenyl)-6,7-dihydropyrazolo[1,5-a]pyrazin-5(4H)-yl)but-2-en-1-one CN(CC=CC(=O)N1C(C=2N(CC1)N=C(C2C2=C1C(=NC=C2)NC=C1C)C1=CC=C(C=C1)C(F)(F)F)C)C